2-[4-(cyclopentylamino)phenyl]-1,2,3,4,4a,5,7,7a-octahydrofuro[3,4-b]pyridine-3-carboxylate C1(CCCC1)NC1=CC=C(C=C1)C1C(CC2C(N1)COC2)C(=O)[O-]